C(C)OC(=O)C=1N=CN(C1)C1=CC(=C(C=C1)OCC(C)(C)C)C#N 1-(3-cyano-4-neopentyloxy-phenyl)-imidazole-4-carboxylic acid ethyl ester